NCC1=CNC(C2=CC=C(C=C12)C=1C=NN(C1C1=C(C#N)C(=CC(=C1F)Cl)N1CC(C1)C)C)=O (2R)-2-(4-(4-(aminomethyl)-1-oxo-1,2-dihydroisoquinolin-6-yl)-1-methyl-1H-pyrazol-5-yl)-4-chloro-3-fluoro-6-(3-methylazetidin-1-yl)benzonitrile